FC1=CC=C(C=C1)[C@H](C)NC1=NC(=CC(=C1)C=1C=NN(C1)C(C)C)NC1=NC=CN=C1 (S)-N2-[1-(4-fluorophenyl)ethyl]-4-(1-isopropyl-1H-pyrazol-4-yl)-N6-(pyrazin-2-yl)pyridine-2,6-diamine